N1(N=CC=C1)CC1=CC2=C(C(=NO2)NS(=O)(=O)C2=CC(=CC=C2)N2CCN(CC2)CCCC2CCN(CC2)C=2C=C3C(N(C(C3=CC2)=O)C2C(NC(CC2)=O)=O)=O)C(=C1)OC N-(6-((1H-Pyrazol-1-yl)methyl)-4-methoxybenzo[d]isoxazol-3-yl)-3-(4-(3-(1-(2-(2,6-dioxopiperidin-3-yl)-1,3-dioxoisoindolin-5-yl)piperidin-4-yl)propyl)piperazin-1-yl)benzenesulfonamide